[NH4+].[NH4+].[Pt+2] platinum(II) diammonium